(2,3-dimethyl-pyridin-4-yl)-hydrazine CC1=NC=CC(=C1C)NN